ClC1=CC=C(C=C1)CNC(=O)NC1=CC=C(C=C1)CNC(=O)C=1C=NC(=CC1)C(C)C {[(4-chlorophenyl)methyl]amino}-N-[4-({[6-(methylethyl)(3-pyridyl)]carbonylamino}methyl)phenyl]carboxamide